(R)-2-cyano-1-phenylethyl (1-methyl-4-(6-methyl-5-(methylsulfonamido) pyridin-2-yl)-1H-1,2,3-triazol-5-yl)carbamate CN1N=NC(=C1NC(O[C@H](CC#N)C1=CC=CC=C1)=O)C1=NC(=C(C=C1)NS(=O)(=O)C)C